FC=1C=C(C=CC1)C=1C=C2C(=NC1)NC(N2CC2=NC=CC=C2)=O 6-(3-fluorophenyl)-1-(2-pyridylmethyl)-3H-imidazo[4,5-b]pyridin-2-one